FC(CN1N=NC(=C1)C(=O)NCC1=CC(=CC=C1)OC(F)(F)F)CCN1N=NC(=C1)NC(CC1=C(C=CC(=C1)OC(F)(F)F)F)=O 1-[2-fluoro-4-(4-{2-[2-fluoro-5-(trifluoromethoxy)phenyl]acetamido}-1H-1,2,3-triazol-1-yl)butyl]-N-{[3-(trifluoromethoxy)phenyl]methyl}-1H-1,2,3-triazole-4-carboxamide